13-chloro-5,19,20-trifluoro-14-methoxy-16,16-dioxo-9-oxa-16λ6-thia-17-azatetracyclo[16.3.1.111,15.02,7]tricosa-1(21),2,4,6,11,13,15(23),18(22),19-nonaen-10-one ClC=1C=C2C(OCC3=CC(=CC=C3C3=CC(=C(C(NS(C(C1OC)=C2)(=O)=O)=C3)F)F)F)=O